2,3,5-tris(glycidyloxymethyl)styrene C(C1CO1)OCC1=C(C=C)C=C(C=C1COCC1CO1)COCC1CO1